3-(ethylthio)-5-(6-fluoro-3,4-dihydroisoquinolin-2(1H)-yl)-2-nitrobenzaldehyde C(C)SC=1C(=C(C=O)C=C(C1)N1CC2=CC=C(C=C2CC1)F)[N+](=O)[O-]